COC(=O)C=1C=CC=C2C(=CNC12)C=O 3-FORMYLINDOLE-7-CARBOXYLIC ACID METHYL ESTER